CC(C#N)(C)C1=CC(=CC(=C1)NC1=NC=C(C(=N1)N1OCCC1C1=CC=CC=C1)C(F)(F)F)CN1CCN(CC1)C 2-methyl-2-(3-((4-methylpiperazin-1-yl)methyl)-5-((4-(3-phenylisoxazolidin-2-yl)-5-(trifluoromethyl)pyrimidin-2-yl)amino)phenyl)propanenitrile